C(CC)C1CC(CCC1)OC(CO)CO 2-(3-propylcyclohexyloxy)-1,3-propanediol